S(=O)(=O)(O)O.OCC(NCC)(CO)CO N-[tris(hydroxymethyl)methyl]-2-aminoethane sulfate